(S)-3-(4-iodo-2,5-dimethoxyphenyl)Piperidine IC1=CC(=C(C=C1OC)[C@H]1CNCCC1)OC